C1=CC=C2C(=C1)C(=CN2)CC(=O)OC3[C@H]([C@H](C([C@H]([C@@H]3O)O)O)O)O The molecule is a cyclitol ester that is 1L-myo-inositol bearing a indol-3-acetyl substituent at position 1. It is a member of indoles and a cyclitol ester. It derives from a myo-inositol.